ethyl-di-(2-octyl)phosphine C(C)P(C(C)CCCCCC)C(C)CCCCCC